COC(=O)C1(CCNCC1)OC1=C(C=CC=C1)C=1SC2=C(N1)C=CC=C2Cl 4-[2-(7-chloro-1,3-benzothiazol-2-yl)phenoxy]piperidine-4-carboxylic acid methyl ester